C1(C=CC=C1)[Ti](C1=C(C(=CC=C1F)C=1NC=CC1)F)(C1=C(C(=CC=C1F)C=1NC=CC1)F)C1C=CC=C1 bis(cyclopentadienyl)-bis(2,6-difluoro-3-pyrrolylphenyl)titanium